Cl.N[C@H]1[C@@](C(CC1)=O)(C)CC1=CC=CC=C1 (2R,3R)-3-amino-2-benzyl-2-methylcyclopentan-1-one hydrochloride